FC1=C(C=CC(=C1)C1=NC=2C=NC(=NC2N(C1=O)C(C)C)NC1CCC(CC1)N(C)CCF)C1=C(C=CC(=C1)F)CS(=O)(=O)N 2-(fluoro-4-(2-(((1r,4r)-4-((2-fluoro-ethyl)(methyl)amino)-cyclohexyl)amino)-8-isopropyl-7-oxo-7,8-dihydropteridin-6-yl)-phenyl)-1-(4-fluoro-phenyl)methanesulfonamide